NCC1=CN=NN1[C@@H](C(=O)OC)CC1=CC=C(C=C1)O Methyl (2R)-2-[5-(aminomethyl)triazol-1-yl]-3-(4-hydroxyphenyl)propanoate